N2-(2,4-Dichlorobenzyl)-5-oxo-N1-(thiophen-2-yl)pyrrolidine-1,2-dicarboxamide ClC1=C(CNC(=O)C2N(C(CC2)=O)C(=O)NC=2SC=CC2)C=CC(=C1)Cl